Cl.FC1=CC=C(C=C1)C1=NN2C(CNC[C@H]2CC(=O)N(C)C)=C1C1=CC=NC=C1 |r| 2-[(7RS)-2-(4-fluorophenyl)-3-(pyridin-4-yl)-4,5,6,7-tetrahydropyrazolo[1,5-a]pyrazin-7-yl]-N,N-dimethylacetamide hydrogen chloride